3-(4-chloro-2-fluorophenyl)-2,3-dihydrobenzene ClC1=CC(=C(C=C1)C1CC=CC=C1)F